C(CCC)C1(OCCOC1)CCCC 2,2-dibutyl-1,4-dioxane